5-phenyl-N,N-dimethylbenzoxazole-2-amine C1(=CC=CC=C1)C=1C=CC2=C(N=C(O2)N(C)C)C1